BrC1=NC=C(C(=C1)N1C(C(=C(C=C1C)OCC1=NC=C(C=C1F)F)Cl)=O)C 2'-bromo-3-chloro-4-[(3,5-difluoropyridin-2-yl)methoxy]-5',6-dimethyl-[1,4'-bipyridine]-2-one